C(OC1=CC=C2C=NN(C2=C1N)C([2H])([2H])[2H])([2H])([2H])[2H] 6-(2H3)methoxy-1-(2H3)methylindazol-7-amine